3-(1-(3-(1H-pyrazol-1-yl)phenyl)cyclopropyl)-6-((3S,4S)-4-amino-3-methyl-2-oxa-8-azaspiro[4.5]decan-8-yl)-1,5-dihydro-4H-pyrazolo[3,4-d]pyrimidin-4-one N1(N=CC=C1)C=1C=C(C=CC1)C1(CC1)C1=NNC=2N=C(NC(C21)=O)N2CCC1([C@@H]([C@@H](OC1)C)N)CC2